C(=O)NCC12CC3(CC(CC(C1)(C3)C(=O)O)(C2)C)C 1-Formylaminomethyl-3,5-dimethyl-7-carboxyadamantane